(6-((S)-3-methylmorpholino)-1H-pyrrolo[2,3-b]pyridin-3-yl)-N-((3S,5R)-5-methylpiperidin-3-yl)-5-(trifluoromethyl)pyrimidin-2-amine C[C@H]1COCCN1C1=CC=C2C(=N1)NC=C2C2=NC(=NC=C2C(F)(F)F)N[C@@H]2CNC[C@@H](C2)C